1-{2-[3-(dimethyl-amino)pyrrolidin-1-yl]acetyl}piperidin CN(C1CN(CC1)CC(=O)N1CCCCC1)C